CN(C(OC1=CC2=C(CN(C(O2)=O)C(C)C2=C(C(=CC=C2)NS(NC)(=O)=O)F)C=C1)=O)C 3-(1-{2-fluoro-3-[(methylsulfamoyl)amino]phenyl}ethyl)-2-oxo-3,4-dihydro-2H-1,3-benzoxazin-7-yl N,N-dimethylcarbamate